C(C)(C)(C)OC(=O)N1CCC(CC1)NC=1C=NC2=CC(=CC=C2C1)OC 4-((7-Methoxyquinolin-3-yl)amino)piperidine-1-carboxylic acid tert-butyl ester